C1(CC1)CN1C(=NC2=C(C1=O)C=C(C=N2)F)[C@H](CCC)N2CCN[C@@H](CC2)C (cyclopropylmethyl)-6-fluoro-2-((S)-1-((R)-5-methyl-1,4-diazepan-1-yl)butyl)pyrido[2,3-d]pyrimidin-4(3H)-one